[Cr].[Ni].[Zn].[Cu] copper-zinc-nickel-chromium